C(C1CO1)OCCC[Si](OCC)(OCC)OCC γ-glycidyloxypropyltriethoxysilane